N-((1s,3S)-3-(tert-butyl)cyclobutyl)-N-methyl-6-oxo-7-oxa-5-azaspiro[3.4]octane-2-carboxamide C(C)(C)(C)C1CC(C1)N(C(=O)C1CC2(C1)NC(OC2)=O)C